4-(4-(2-((1-(tert-butyl)-1H-pyrazol-4-yl)amino)-2-oxoethyl)-5-fluoro-2-methylphenoxy)-N-methylquinoline-6-carboxamide C(C)(C)(C)N1N=CC(=C1)NC(CC1=CC(=C(OC2=CC=NC3=CC=C(C=C23)C(=O)NC)C=C1F)C)=O